FC1=NC=CC(=C1)C=1C(=NOC1C)C 4-(2-fluoro-4-pyridinyl)-3,5-dimethyl-isoxazole